CN(C1=CC=C(C=C1)NC1=CC(=NC2=C3C(=CC=C12)C=CC=C3)CNC3=CC=CC1=CC=CC=C31)C N1,N1-dimethyl-N4-(2-((naphthalen-1-ylamino)methyl)benzo[h]quinolin-4-yl)benzene-1,4-diamine